(S)-2-(4-(4-chlorophenyl)-2,3,9-trimethyl-6H-thieno[3,2-f][1,2,4]triazolo[4,3-a][1,4]diazepin-6-yl)-N-ethylacetamide ClC1=CC=C(C=C1)C1=N[C@H](C=2N(C3=C1C(=C(S3)C)C)C(=NN2)C)CC(=O)NCC